FC1=C(C=CC=C1)C1=CN(C=2N=CN=C(C21)N2[C@H](CNCC2)C)C=2C=C(C#N)C=C(N2)C (S)-2-(5-(2-fluorophenyl)-4-(2-methylpiperazin-1-yl)-7H-pyrrolo[2,3-d]pyrimidin-7-yl)-6-methylisonicotinonitrile